N,N-diisopropylbutylamine C(C)(C)N(C(C)C)CCCC